ClC1=C(C#N)C=CC(=C1)N1CC2(C[C@H]1C)CCN(CC2)C2=CC=C(C=C2)C(=O)N2CCC(CC2)CN2CCC(CC2)C2=CC=C(C=C2)N[C@@H]2C(NC(CC2)=O)=O 2-Chloro-4-((R)-8-(4-(4-((4-(4-(((S)-2,6-dioxo-piperidin-3-yl)amino)-phenyl)piperidin-1-yl)-methyl)piperidine-1-carbonyl)phenyl)-3-methyl-2,8-diazaspiro[4.5]decan-2-yl)benzonitrile